3-methyl-6-(tributylstannyl)pyrimidin-4-one CN1C=NC(=CC1=O)[Sn](CCCC)(CCCC)CCCC